C(C1=CC=CC=C1)N1C(=NC2=C1C=C(C=C2N2CCOCC2)C=2C(=NOC2C)C)C 4-(1-benzyl-6-(3,5-dimethylisoxazol-4-yl)-2-methyl-1H-benzo[d]imidazol-4-yl)morpholine